N-(3-(1H-imidazol-1-yl)benzyl)-N-(3-methoxybenzyl)-3-(piperidin-1-ylmethyl)aniline N1(C=NC=C1)C=1C=C(CN(C2=CC(=CC=C2)CN2CCCCC2)CC2=CC(=CC=C2)OC)C=CC1